C(C)(C)C1=C(C(=NO1)C)C1=NC=C(C(=N1)NCC1=CC=C(C=C1)C=1N(C=C(N1)C(F)(F)F)C)OC 2-(5-Isopropyl-3-methylisoxazol-4-yl)-5-methoxy-N-(4-(1-methyl-4-(trifluoromethyl)-1H-imidazol-2-yl)benzyl)pyrimidin-4-amine